4-methyl-5-(5-(oct-1-yn-1-yl)pyridin-3-yl)-4H-1,2,4-triazole-3-thiol CN1C(=NN=C1C=1C=NC=C(C1)C#CCCCCCC)S